tert-butyl (Z)-8-((dimethylamino) methylene)-7-carbonyl-5-azaspiro[2.5]octane-5-carboxylate CN(C)\C=C\1/C(CN(CC12CC2)C(=O)OC(C)(C)C)=C=O